C(C1=CC=CC=C1)SC1=CC(=CC=C1)OC1=CC=C(C=C1)Cl benzyl-(3-(4-chlorophenoxy)phenyl)sulfane